2-(6-fluoropyridin-3-yl)-2,3-dihydroisothiazolo[5,4-b]pyridine 1,1-dioxide FC1=CC=C(C=N1)N1S(C2=NC=CC=C2C1)(=O)=O